N[C@@H](C)C(=O)[O-] |r| (±)-Alaninate